NC=1SC2=C(N1)C=CC(=C2)C=2C(=NC(=C(C(=O)NCC1=C(C=CC=C1)OC1COCC1)C2)OC)C 5-(2-aminobenzo[d]thiazol-6-yl)-2-methoxy-6-methyl-N-(2-((tetrahydrofuran-3-yl)oxy)benzyl)nicotinamide